ClC=1N=C(C2=CC=CC=C2C1)N1[C@H](CCC1)CO (R)-(1-(3-chloroisoquinolin-1-yl)pyrrolidin-2-yl)methanol